BrC1=CC=C(C=C1)C(C#N)=CC1=CC=C(C=C1)N(C1=CC=CC=C1)C1=CC=CC=C1 2-(4-bromophenyl)-3-(4-(diphenylamino)phenyl)acrylonitrile